2,5-di-methylenfuran C=C1OC(C=C1)=C